C1(CC1)COC1=C(C=CC(=N1)C(=O)NC(CC)(CC)COCCCF)N1CCCC1 6-(cyclopropylmethoxy)-N-{3-[(3-fluoropropoxy)methyl]pent-3-yl}-5-(pyrrolidin-1-yl)pyridine-2-carboxamide